COC1=CC=2N(C=C1C1=CC=3C(=CN=C(C3)NC(=O)C3CC3)N1C)C=CN2 N-(2-(7-methoxyimidazo[1,2-a]pyridin-6-yl)-1-methyl-1H-pyrrolo[2,3-c]pyridin-5-yl)cyclopropane-1-carboxamide